3,4-dimethyl-8-[3-(4-pyridyloxy)-3-(trifluoromethyl)pyrrolidin-1-yl]pyrimido[4',5':4,5]thieno[2,3-c]pyridazine CC1=C(C2=C(N=N1)SC1=C2N=CN=C1N1CC(CC1)(C(F)(F)F)OC1=CC=NC=C1)C